Ethyl Trans-1-Amino-3-Ethoxycyclobutane-1-Carboxylate Hydrochloride Cl.NC1(CC(C1)OCC)C(=O)OCC